N-(2-Methoxy-5-(3'-methyl-2'-oxo-2',3'-dihydrospiro[cyclopropane-1,1'-pyrrolo[2,3-c]quinolin]-8'-yl)pyridin-3-yl)benzenesulfonamide COC1=NC=C(C=C1NS(=O)(=O)C1=CC=CC=C1)C1=CC=2C3=C(C=NC2C=C1)N(C(C31CC1)=O)C